3-(3,5-di-tert.butyl-4-hydroxyphenyl)-propionate C(C)(C)(C)C=1C=C(C=C(C1O)C(C)(C)C)CCC(=O)[O-]